C(C)C=1C(=CC(NN1)=O)C1=CC=CC=C1 6-ethyl-5-phenylpyridazin-3(2H)-one